C(C)(C)(C)OC(=O)CNC=1C=C(CN(C(=S)NC(=O)OCC)C2=C(NC=C2C)C(=O)OCC)C=CC1Cl Ethyl 3-(1-(3-((tert-butoxycarbonyl) methylamino)-4-chlorobenzyl)-3-(ethoxycarbonyl) thioureido)-4-methyl-1H-pyrrole-2-carboxylate